didodecyldimethylammonium bromide [Br-].C(CCCCCCCCCCC)[N+](C)(C)CCCCCCCCCCCC